N-[(2-Amino-3-pyridyl)sulfonyl]-6-(3,4-difluoro-5-methoxyphenyl)-2-[(4S)-2,2,4-trimethylpyrrolidin-1-yl]pyridin-3-carboxamid NC1=NC=CC=C1S(=O)(=O)NC(=O)C=1C(=NC(=CC1)C1=CC(=C(C(=C1)OC)F)F)N1C(C[C@@H](C1)C)(C)C